NC1=NC=NN2C1=C(C=C2C=2C=C(C(=NC2)OC)C(=O)N[C@@H]2CN(C[C@@H]2F)C(C)C2=CC(=CC=C2)C#N)C(F)(F)F 5-[4-amino-5-(trifluoromethyl)pyrrolo[2,1-f][1,2,4]triazin-7-yl]-N-[(3R,4S)-1-[1-(3-cyanophenyl)ethyl]-4-fluoropyrrolidin-3-yl]-2-methoxypyridine-3-carboxamide